5-fluoro-3-[3-(3-fluoro-5-methylphenyl)-4-(3-{[(2-hydroxypropyl)amino]methyl}azetidin-1-yl)quinolin-6-yl]-2-hydroxybenzonitrile FC=1C=C(C(=C(C#N)C1)O)C=1C=C2C(=C(C=NC2=CC1)C1=CC(=CC(=C1)C)F)N1CC(C1)CNCC(C)O